N[C@@H](CCCNC(N)=N)C(=O)[O-].C[N+](C)(C)C tetramethylammonium arginine salt